N(CCC(=O)[O-])CCC(=O)OC(C)CCCCCCCCCCCCCCCCCC beta-eicosyl iminodipropionate